C1(=CC=C(C=C1)C=C(C(=O)O)C(=O)O)C=C(C(=O)O)C(=O)O p-phenylenebis(methylenemalonic acid)